C1(=CC=CC=C1)N1CCC2=C1N=C(N=C2C2CNCC2)N2CCOCC2 4-(7-Phenyl-4-(pyrrolidin-3-yl)-6,7-dihydro-5H-pyrrolo[2,3-d]pyrimidin-2-yl)morpholine